(E)-2-(1,2-diphenylvinyl)-4,6-dimethylpyridine C1(=CC=CC=C1)/C(=C\C1=CC=CC=C1)/C1=NC(=CC(=C1)C)C